NC1=NC(=NC(=C1F)C#C)C=1C(=C(C#N)C=CC1)C 3-(4-amino-6-ethynyl-5-fluoropyrimidin-2-yl)-2-methylbenzonitrile